C1(=CCCC1)C=1N=NNC1 4-(cyclopent-1-en-1-yl)-1H-1,2,3-triazol